(E)-5-((2-chlorobenzylidene)amino)-1,3,4-thiadiazole-2(3H)-thione ClC1=C(\C=N\C2=NNC(S2)=S)C=CC=C1